N-(4-(4-carbamoyl-5-(pyrazin-2-ylamino)-1H-pyrazol-3-yl)phenyl)-6-(trifluoromethyl)-3,4-dihydroisoquinoline-2(1H)-carboxamide C(N)(=O)C=1C(=NNC1NC1=NC=CN=C1)C1=CC=C(C=C1)NC(=O)N1CC2=CC=C(C=C2CC1)C(F)(F)F